2-(2-oxa-6-azaspiro[3.3]hept-6-yl)pyridin-4-amine C1OCC12CN(C2)C2=NC=CC(=C2)N